1-(2-(cyclopropanesulfonamido)pyrimidin-4-yl)-4-((2,2-difluoroethyl)(methyl)amino)-N-(5-(6-ethoxypyrazin-2-yl)pyridin-2-yl)cyclohexane-1-carboxamide C1(CC1)S(=O)(=O)NC1=NC=CC(=N1)C1(CCC(CC1)N(C)CC(F)F)C(=O)NC1=NC=C(C=C1)C1=NC(=CN=C1)OCC